FC(N1C=NC(=C1C=1N(C=C(N1)C(=O)OCC)COCC[Si](C)(C)C)C1=CC=C(C=C1)F)F ethyl 3'-(difluoromethyl)-5'-(4-fluorophenyl)-1-((2-(trimethylsilyl) ethoxy) methyl)-1H,3'H-[2,4'-biimidazole]-4-carboxylate